1-[(3-chlorophenyl)amino]-N-[3-(4,5-dihydro-3H-imidazol-2-yl)phenyl]methaneamide ClC=1C=C(C=CC1)NC(=O)NC1=CC(=CC=C1)C1=NCCN1